tert-butyl (2-aminopropyl)carbamate NC(CNC(OC(C)(C)C)=O)C